Methyl 4-bromo-5-[N-(5-bromo-2-methyl-2H-1,2,3-triazol-4-yl)-2,2-dimethyl-propanamido]thiophene-2-carboxylate BrC=1C=C(SC1N(C(C(C)(C)C)=O)C1=NN(N=C1Br)C)C(=O)OC